2-(6-(((1S,3S)-3-(thieno[2,3-d]pyrimidin-2-ylamino)cyclopentyl)amino)pyridin-3-yl)pyridazin-3(2H)-one N1=C(N=CC2=C1SC=C2)N[C@@H]2C[C@H](CC2)NC2=CC=C(C=N2)N2N=CC=CC2=O